2-(2-pyridinyl)pyridine hexafluorophosphate F[P-](F)(F)(F)(F)F.N1=C(C=CC=C1)C1=NC=CC=C1